benzoyl-deoxyadenosine C(C1=CC=CC=C1)(=O)[C@@]1(C[C@H](O)[C@@H](CO)O1)N1C=NC=2C(N)=NC=NC12